ClC=1C=C(C=NC1)C1=NN2C(N=CC=C2)=C1C(=O)N[C@@H]1C(NC2=C(C(=N1)C1=CC=CC=C1)C=CC=C2F)=O 2-(5-chloropyridin-3-yl)-N-[(3S)-9-fluoro-2-oxo-5-phenyl-1,3-dihydro-1,4-benzodiazepine-3-Yl]pyrazolo[1,5-a]pyrimidine-3-carboxamide